5-(2-fluoro-6-hydroxy-3-(3-(piperidin-1-yl)-1H-pyrazol-5-yl)phenyl)-1,2,5-thiadiazolidin-3-one 1,1-dioxide FC1=C(C(=CC=C1C1=CC(=NN1)N1CCCCC1)O)N1CC(NS1(=O)=O)=O